(E)-3-fluoropropanol FCCCO